(5-chloro-6-(isoxazol-5-ylmethoxy)-1H-indol-2-yl)methanamine ClC=1C=C2C=C(NC2=CC1OCC1=CC=NO1)CN